1-(2-naphthylsulfonyl)-N-3-quinolinyl-4-piperidinecarboxamide C1=C(C=CC2=CC=CC=C12)S(=O)(=O)N1CCC(CC1)C(=O)NC=1C=NC2=CC=CC=C2C1